C(C)N1N=C2N=C(C=NC2=C1)N[C@@H](C)C=1C(=CC(=C(C1)NC(C1=CN=C(C=C1)C(F)(F)F)=O)F)F (S)-N-(5-(1-((2-ethyl-2H-pyrazolo[3,4-b]pyrazin-6-yl)amino)ethyl)-2,4-difluorophenyl)-6-(trifluoromethyl)nicotinamide